methyl ((S)-1-((2S,5S)-2-(((S)-6,6-difluoro-1-(methylamino)-1,2-dioxoheptan-3-yl)carbamoyl)-4,4-difluoro-5-methylpiperidin-1-yl)-3,3-dimethyl-1-oxobutan-2-yl)carbamate FC(CC[C@@H](C(C(=O)NC)=O)NC(=O)[C@H]1N(C[C@@H](C(C1)(F)F)C)C([C@H](C(C)(C)C)NC(OC)=O)=O)(C)F